(2-bromoethynyl)-t-butyldiphenylsilane BrC#C[Si](C1=CC=CC=C1)(C1=CC=CC=C1)C(C)(C)C